C(C)C(COC1=CC(CCC1)=O)CCCC 3-(2-Ethylhexoxy)cyclohex-2-en-1-one